3'-deoxythymidine [C@@H]1(CC[C@@H](CO)O1)N1C(=O)NC(=O)C(C)=C1